6-hydroxycaproic acid OCCCCCC(=O)O